tert-Butyl N-[2-[(7-chloro-2-formyl-2,3-dihydro-1H-inden-5-yl)oxy]ethyl]carbamate ClC=1C=C(C=C2CC(CC12)C=O)OCCNC(OC(C)(C)C)=O